ClC1=CC2=C(C3=C(O2)C(=CC=C3)C3=NC2=C(N3C3=C(C=C(C=C3C(C)C)C3=CC=CC=C3)C(C)C)C=CC=C2)C=C1 2-(7-chlorodibenzo[b,d]furan-4-yl)-1-(3,5-diisopropyl-[1,1'-biphenyl]-4-yl)-1H-benzo[d]imidazole